2-(5-(4-bromophenyl)-3-(2-bromophenyl)-4,5-dihydro-1H-pyrazol-1-yl)-4-methylthiazole BrC1=CC=C(C=C1)C1CC(=NN1C=1SC=C(N1)C)C1=C(C=CC=C1)Br